C1(=CC=CC=C1)OP(=O)(O)O.[N+](=O)([O-])C=1C=CC=C(C=O)C1.[N+](=O)([O-])C=1C=CC=C(C=O)C1 di(5-nitrobenzaldehyde) phenyl-phosphate